1-isopropyl-3-(4-(tert-butylthio)phenyl)-5-methylpyrazole-4-ol C(C)(C)N1N=C(C(=C1C)O)C1=CC=C(C=C1)SC(C)(C)C